3,10-dichloronaphtho[2,3-b:6,7-b']bisbenzofuran ClC1=CC2=C(C3=C(O2)C=C2C=C4C(OC5=C4C=CC(=C5)Cl)=CC2=C3)C=C1